Br(=O)(=O)O.C(CC)(=N)N propionamidine bromate